1-ethyl-6-fluoro-7-(4-methylpiperazin-1-yl)-3-(4-methoxycinnamoyl)-[1,8]naphthyridin-4(1H)-one C(C)N1C=C(C(C2=CC(=C(N=C12)N1CCN(CC1)C)F)=O)C(C=CC1=CC=C(C=C1)OC)=O